FC1=C(C=CC(=C1C1CCC=2N(C1)C=NC2C=2N(C=CN2)COCC[Si](C)(C)C)F)NS(=O)(=O)C=2C(=NC=C(C2)F)OC N-[2,4-difluoro-3-[1-(1-[[2-(trimethylsilyl)ethoxy]methyl]imidazol-2-yl)-5H,6H,7H,8H-imidazo[1,5-a]pyridin-6-yl]phenyl]-5-fluoro-2-methoxypyridine-3-sulfonamide